COC1=C2C(=NC=NC2=CC=C1N1CCNCC1)NC1=CC(=C(C=C1)OC1=CC=2N(C=C1)N=CN2)C 5-methoxy-N-(3-methyl-4-{[1,2,4]triazolo[1,5-a]pyridin-7-yloxy}phenyl)-6-(piperazin-1-yl)quinazolin-4-amine